ON1C2C=C(C(N(C1=O)C2)C(=O)N)C 6-hydroxy-3-methyl-7-oxo-1,6-diazabicyclo[3.2.1]oct-3-ene-2-carboxamide